C(C)(=O)O[C@H]1[C@@H](SCCCC)O[C@@H]([C@@H]([C@@H]1N=[N+]=[N-])OC(C)=O)COC(C)=O n-Butyl 2,4,6-tri-O-acetyl-3-azido-3-deoxy-1-thio-α-D-galactopyranoside